NC1=CC=2C=CC=NC2C2=C1N=CN2 4-amino-imidazoquinoline